C(C)(C)(C)[C@H]1CN(CCN1)C=1N=NC(=CN1)C1=C(C=C(C(=C1)F)C=1C=NNC1)O 2-{3-[(3S)-3-tert-butylpiperazin-1-yl]-1,2,4-triazin-6-yl}-4-fluoro-5-(1H-pyrazol-4-yl)phenol